N-(4-aminobutyl)-1,4-butanediamine 3HCl Cl.Cl.Cl.NCCCCNCCCCN